COC(=O)C1=CC=2C(N(C=CC2N1)C)=O 5-methyl-4-oxo-4,5-dihydro-1H-pyrrolo[3,2-c]Pyridine-2-carboxylic acid methyl ester